CC1(OB(OC1(C)C)[C@@H]1[C@H](C1)C1=CC(=C(C#N)C=C1)C(F)(F)F)C 4-((1S,2S)-2-(4,4,5,5-tetramethyl-1,3,2-dioxaborolan-2-yl)cyclopropyl)-2-(trifluoromethyl)benzonitrile